chloro-2-iodo-3-methyl-benzene ClC1=C(C(=CC=C1)C)I